ClC1=CC=C2C(=N1)N(C=C2C=2C(=NC=C(C2OC)F)OC)COCC[Si](C)(C)C 3-(6-chloro-1-[[2-(trimethylsilyl)ethoxy]methyl]pyrrolo[2,3-b]pyridin-3-yl)-5-fluoro-2,4-dimethoxypyridine